6-((8-((R)-3-(4-amino-3-(4-phenoxyphenyl)-1H-pyrazolo[3,4-d]pyrimidin-1-yl)piperidine-1-yl)-8-oxooctyl)thio)-2-(2,6-dioxopiperidin-3-yl)-4-fluoroisoindoline-1,3-dione NC1=C2C(=NC=N1)N(N=C2C2=CC=C(C=C2)OC2=CC=CC=C2)[C@H]2CN(CCC2)C(CCCCCCCSC2=CC(=C1C(N(C(C1=C2)=O)C2C(NC(CC2)=O)=O)=O)F)=O